BrC=1C(=NC(=NC1)NC1CCOCC1)C1=CC=C2CN(C(C2=C1)=O)CC(=O)O 2-(6-{5-bromo-2-[(oxacyclohexan-4-yl)amino]pyrimidin-4-yl}-1-oxo-2,3-dihydro-1H-isoindol-2-yl)acetic acid